tert-butyl N-tert-butoxycarbonyl-N-[(E)-4-(2-nitroanilino)but-2-enyl]carbamate C(C)(C)(C)OC(=O)N(C(OC(C)(C)C)=O)C\C=C\CNC1=C(C=CC=C1)[N+](=O)[O-]